FC(C(=O)O)(F)F.C(CCC)OC12CC3(CC(CC(C1)C3)C2)N 3-butoxyadamantan-1-amine 2,2,2-trifluoroacetate